3-(3-(trifluoromethoxy)phenyl)-4,6-dihydropyrrolo[3,4-c]pyrazole-5(1H)-carbonitrile FC(OC=1C=C(C=CC1)C=1C2=C(NN1)CN(C2)C#N)(F)F